5-chloro-2-(4-{[(3R)-1-(2,2-difluoroethyl)piperidin-3-yl]amino}pyrrolo[1,2-d][1,2,4]triazin-1-yl)phenol ClC=1C=CC(=C(C1)O)C=1C=2N(C(=NN1)N[C@H]1CN(CCC1)CC(F)F)C=CC2